tert-butyl (trans)-4-(4-[((benzyloxy)carbonyl)amino]phenyl)-5-(hydroxymethyl)azepane-1-carboxylate C(C1=CC=CC=C1)OC(=O)NC1=CC=C(C=C1)[C@@H]1CCN(CC[C@H]1CO)C(=O)OC(C)(C)C